COC1=NC2=CC(=CC=C2C(=N1)O)O 2-methoxyquinazoline-4,7-diol